FC(C1=NN=C(O1)C1=CC(=C(CN2C(N(C3=C2C=C(C=C3)C3=CC=NC=C3)C)=O)C=C1)F)F 3-(4-(5-(difluoromethyl)-1,3,4-oxadiazol-2-yl)-2-fluorobenzyl)-1-methyl-5-(pyridin-4-yl)-1,3-dihydro-2H-benzo[d]imidazol-2-one